FCN1CCCC1 (fluoromethyl)pyrrolidin